2-(tributylstannyl)-5-(trifluoromethyl)pyrazine C(CCC)[Sn](C1=NC=C(N=C1)C(F)(F)F)(CCCC)CCCC